C1=CC=CC=2C3=CC=CC=C3C(C12)COC(=O)N[C@H](C(=O)O)CCCCN\C(=N\S(=O)(=O)C=1C(=C(C2=C(CC(O2)(C)C)C1C)C)C)\NC (2S)-2-({[(9H-fluoren-9-yl)methoxy]carbonyl}amino)-6-[(E)-N'-methyl-N''-[(2,2,4,6,7-pentamethyl-2,3-dihydro-1-benzofuran-5-yl)sulfonyl]carbamimidamido]hexanoic acid